4-(1-(4-methoxybenzyl)-3-(methylcarbamoyl)-1H-indazol-6-yl)-2-((3-phenylbutyl)carbamoyl)piperazine-1-carboxylic acid tert-butyl ester C(C)(C)(C)OC(=O)N1C(CN(CC1)C1=CC=C2C(=NN(C2=C1)CC1=CC=C(C=C1)OC)C(NC)=O)C(NCCC(C)C1=CC=CC=C1)=O